benzyl 4-(3-(2-(4-(tert-butoxycarbonyl)piperazin-1-yl)ethoxy)phenyl)-4,7-diazaspiro[2.5]octane-7-carboxylate C(C)(C)(C)OC(=O)N1CCN(CC1)CCOC=1C=C(C=CC1)N1C2(CC2)CN(CC1)C(=O)OCC1=CC=CC=C1